Cl.NC\C=C(\CN1C(=NC2=C1C=C(C=C2C2=CC(=CC=C2)S(=O)(=O)C)C(=O)N(C)C)C)/F (Z)-1-(4-amino-2-fluorobut-2-en-1-yl)-N,N,2-trimethyl-4-(3-(methylsulfonyl)phenyl)-1H-benzo[d]imidazol-6-carboxamide Hydrochloride